((2s,5r)-5-(8-amino-1-(4-phenoxyphenyl)imidazo[1,5-a]pyrazin-3-yl)tetrahydro-2H-pyran-2-yl)methanol NC=1C=2N(C=CN1)C(=NC2C2=CC=C(C=C2)OC2=CC=CC=C2)[C@H]2CC[C@H](OC2)CO